titanium bis(isopropoxide) bis(methylacetoacetate) CCC(CC(=O)[O-])=O.CCC(CC(=O)[O-])=O.CC([O-])C.CC([O-])C.[Ti+4]